1-(6-((4-(pyridin-2-yl)thiazol-2-yl)amino)pyridin-3-yl)piperidine-3-carboxylic acid N1=C(C=CC=C1)C=1N=C(SC1)NC1=CC=C(C=N1)N1CC(CCC1)C(=O)O